4-(4-fluorophenyl)pyrido[3,4-b]pyrazine-2,3(1H,4H)-dione FC1=CC=C(C=C1)N1C2=C(NC(C1=O)=O)C=CN=C2